COC1=C2C(NC(=NC2=CC(=C1)OC)C1=CC=C(C=C1)N1CCN(CC1)CC1=CC=C(C=C1)C1C(NC(CC1)=O)=O)=O 3-(4-((4-(4-(5,7-dimethoxy-4-oxo-3,4-dihydroquinazolin-2-yl)phenyl)piperazin-1-yl)methyl)phenyl)piperidine-2,6-dione